N-(8-(methylamino)-5-(5-phenyl-1H-pyrazol-3-yl)-2,7-naphthyridin-3-yl)cyclopropanecarboxamide CNC=1N=CC(=C2C=C(N=CC12)NC(=O)C1CC1)C1=NNC(=C1)C1=CC=CC=C1